FC1=CC=C(C=C1)[C@@H](C)NC1=CC=C(C(=N1)C)C=1C=NC=C(C1)S(=O)(=O)C (R)-N-(1-(4-fluorophenyl)ethyl)-2-methyl-5'-(methylsulfonyl)-[3,3'-bipyridin]-6-amine